BrC=1C(=NC(=NC1)N[C@H]1C[C@H](CCC1)N1CC2=CC=C(C=C2C1=O)NC(C=C)=O)C(F)(F)F N-(2-((1S,3R)-3-((5-bromo-4-(trifluoromethyl)pyrimidin-2-yl)amino)cyclohexyl)-3-oxoisoindolin-5-yl)acrylamide